dimethyl(fluoromethyl)acrylate CC(=C(C(=O)[O-])CF)C